C(C1=CC=CC=C1)OC1=C2C(=C(N(C2=CC=C1F)C1=CC=C(C=C1)F)C(CO)(C)CO)C1=CC=C(C(=O)OC)C=C1 methyl 4-[4-benzyloxy-5-fluoro-1-(4-fluorophenyl)-2-[2-hydroxy-1-(hydroxymethyl)-1-methyl-ethyl]indol-3-yl]benzoate